dibutoxy-methylsilylpropyl methacrylate C(C(=C)C)(=O)OCCC[Si](C)(OCCCC)OCCCC